ClC=1C=C(C=CC1)[C@H](C)N1N=C(C=C1C(=O)N[C@@H]1C[C@@H]([C@H](CC1)O)C)C(=O)NC 1-((S)-1-(3-Chlorophenyl)ethyl)-N5-((1S,3S,4S)-4-hydroxy-3-methylcyclohexyl)-N3-methyl-1H-pyrazole-3,5-dicarboxamide